BrC=1C=CC(=C(C(=O)O)C1)CC1=NC2=C(N1CCOC)C=C(C=C2)C(=O)OC 5-bromo-2-((6-(methoxycarbonyl)-1-(2-methoxyethyl)-1H-benzo[d]imidazol-2-yl)methyl)benzoic acid